tert-butyl (3-(2-methyl-3-phenyl-7-(piperazin-1-yl)pyrazolo[1,5-a]pyrimidin-5-yl)-phenethyl)carbamate CC1=NN2C(N=C(C=C2N2CCNCC2)C=2C=C(CCNC(OC(C)(C)C)=O)C=CC2)=C1C1=CC=CC=C1